ClC1=NC=C(C=C1C1=C2CCN(C(C2=CC(=C1)CCN(C)CC)=O)[C@@H](C)C1=NC=C(C(=C1)OCC)F)CO (S)-5-(2-chloro-5-(hydroxymethyl)pyridin-3-yl)-2-(1-(4-ethoxy-5-fluoropyridin-2-yl)ethyl)-7-(2-(ethyl(methyl)amino)ethyl)-3,4-dihydroisoquinolin-1(2H)-one